2-Amino-N-[1-(8-chloro-5-morpholin-4-ylimidazo[1,5-a]pyridin-6-yl)ethyl]pyrazolo[1,5-a]pyrimidine-3-carboxamide NC1=NN2C(N=CC=C2)=C1C(=O)NC(C)C=1C=C(C=2N(C1N1CCOCC1)C=NC2)Cl